C(\C=C/C(=O)[O-])(=O)OCCCCC mono-pentyl maleate